(R)-N-(2-hydroxy-2-phenylethyl)-2-(4-(methylcarbamoyl)phenyl)benzo[d]imidazo[2,1-b]thiazole-7-carboxamide O[C@@H](CNC(=O)C1=CC2=C(N3C(S2)=NC(=C3)C3=CC=C(C=C3)C(NC)=O)C=C1)C1=CC=CC=C1